C(#N)C=1N=CC=C2C1SC(=C2)C=2SC(=C(N2)C)C(=O)OC(C)(C)C tert-butyl 2-(7-cyanothieno[2,3-c]pyridin-2-yl)-4-methylthiazole-5-carboxylate